CS(=O)C=1N(C=CN1)CN1C(CC(C1)CCC)=O 1-{[2-(methylsulfinyl)-1H-imidazol-1-yl]methyl}-4-propylpyrrolidin-2-one